O(C)C=1C=C(C(=CC1)OC)C1=C(C=C(C=C1C(C)C)C(C)C)C(C)C 3,6-dimethoxyl-2',4',6'-triisopropyl-1,1'-biphenyl